ClC=1C=C(C2=C(C(=C(O2)CNC(=O)C=2C=NN3C2N=CC=C3)C(F)(F)F)C1)C(=O)OC Methyl 5-chloro-2-((pyrazolo[1,5-a]pyrimidine-3-carboxamido)methyl)-3-(trifluoromethyl)benzofuran-7-carboxylate